CC=1C(=C(C(=O)OC23CC4(CC(CC(C2)C4)(C3)O)O)C=C(C1)C=1OC(=CC1)\C=C\C(C1=CC=C(C=C1)C(F)(F)F)=O)O 1,3,5-adamantanetriol Methyl-(E)-2-hydroxy-5-(5-(3-oxo-3-(4-(trifluoromethyl)phenyl)prop-1-en-1-yl)furan-2-yl)benzoate